C(CN(CC=O)CC=O)N(CC=O)CC=O 2,2',2'',2'''-(1,2-ethandiyldinitrilo)-tetrakis-[ethanon]